O[C@H]1CN(CCC1)C(=O)OCC1=CC=CC=C1 benzyl (R)-3-hydroxypiperidine-1-carboxylate